C1C(=CN(NN1C2=CC=CC=C2)C3=CC=CC=C3)C4=CC=CC=C4 1,3,5-triphenyltriazine